(1R,2R,3R)-N-[6-[4-((3R,4R)-4-fluoro-3-methyl-tetrahydrofuran-3-yl)piperazin-1-yl]-7-methyl-3-isoquinolinyl]-2-methyl-3-(1-methylpyrazol-4-yl)cyclopropanecarboxamide F[C@@H]1[C@](COC1)(C)N1CCN(CC1)C=1C=C2C=C(N=CC2=CC1C)NC(=O)[C@@H]1[C@@H]([C@H]1C=1C=NN(C1)C)C